1,4-dibromoxylene BrC1(C(C=C(C=C1)Br)C)C